C1(=CC=CC=C1)C#CC1=CC=C(C=C1)NC(CNCC1=CC=CC=C1)=O N-[4-(2-phenylethynyl)phenyl]-2-[benzylamino]acetamide